1-(4-chloro-2-methylphenyl)ethylpyrido[2,3-d]pyrimidin-4-amine ClC1=CC(=C(C=C1)C(C)C=1N=C(C2=C(N1)N=CC=C2)N)C